L-rhamnopyranosyl-(1→2) alpha-L-arabinopyranoside O([C@H]1[C@H](O)[C@@H](O)[C@@H](O)CO1)C1[C@H](O)[C@H](O)[C@@H](O)[C@@H](O1)C